disodium butylmalonate C(CCC)C(C(=O)[O-])C(=O)[O-].[Na+].[Na+]